ClC1=NC=C(C(=C1)C1=C(C=NC(=C1)C)C(=O)NC=1SC2=C(N1)CN(C2)C(C2=C(C=C(C=C2)Cl)OC)=O)OC 2'-Chloro-N-(5-(4-chloro-2-methoxy-benzoyl)-5,6-dihydro-4H-pyrrolo[3,4-d]thiazol-2-yl)-5'-methoxy-6-methyl-[4,4'-bipyridine]-3-carboxamide